N1(C=NC=C1)CC1=C(C(=O)NC2=NC3=C(N2)C(=CC=C3C3=CC=CC=C3)OC)C=CC=C1 Imidazol-1-ylmethyl-N-(7-methoxy-4-phenyl-1H-benzoimidazol-2-yl)-benzamide